1,4-Diisocyanato-2-Fluorobutane N(=C=O)CC(CCN=C=O)F